(7-(4,4-difluoropiperidine-1-carbonyl)quinolin-4-yl)boronic acid FC1(CCN(CC1)C(=O)C1=CC=C2C(=CC=NC2=C1)B(O)O)F